C(C)(C)(C)C1C(C1)(C#CC=1C(=NC=NC1)Cl)NC([O-])=O (tert-butyl 1-((4-chloropyrimidin-5-yl)ethynyl)cyclopropyl)carbamate